N-(4-sulfo)butyl-pyridine p-toluenesulfonate CC1=CC=C(C=C1)S(=O)(=O)O.S(=O)(=O)(O)CCCCN1CC=CC=C1